S(N)(OCC[C@@H]1OC(O[C@H]1CC1=C(C=CC=C1)Cl)(C)C)(=O)=O 2-((4S,5S)-5-(2-chlorobenzyl)-2,2-dimethyl-1,3-dioxolan-4-yl)ethyl sulfamate